FC1=CC=C(C=C1)NC(=O)C=1C(=NN(C1)C=1SC=CN1)C N-(4-fluorophenyl)-3-methyl-1-(thiazol-2-yl)-1H-pyrazole-4-carboxamide